ClC1=C(C=C(C=C1C(=O)OC)F)N1CC2(CCN2C(=O)OC(C)(C)C)C1 tert-butyl 6-(2-chloro-5-fluoro-3-methoxycarbonyl-phenyl)-1,6-diazaspiro[3.3]heptane-1-carboxylate